NC1=C(C=C(C=C1)Br)NCC1CC(C1)COC1=C(C=NN1C)C=1C=C(C(=O)OC)C=C(N1)C methyl 2-(5-(((1s,3s)-3-(((2-amino-5-bromophenyl) amino) methyl) cyclobutyl) methoxy)-1-methyl-1H-pyrazol-4-yl)-6-methylisonicotinate